C(CCCCCCC\C=C/CCCCCCCC)(=O)NCCNCCO.[Na] sodium N-oleoyl-N'-hydroxyethylethylenediamine